Tert-butyl (2-(4-(9-((tert-butoxycarbonyl)amino)nonanamido)benzamido)phenyl)carbamate C(C)(C)(C)OC(=O)NCCCCCCCCC(=O)NC1=CC=C(C(=O)NC2=C(C=CC=C2)NC(OC(C)(C)C)=O)C=C1